ClC1=NC=C(C(=N1)Cl)C(=O)N 2,4-dichloro-5-pyrimidinecarboxamide